C(=O)(O)C1=C(C=CC=C1)C1=CC(=C(C=C1)C1=CC=C(C=C1)C1=C(C=CC=C1)C(=O)O)[N+](=O)[O-] 4,4'-bis(carboxyphenyl)-2-nitro-1,1'-biphenyl